BrCCCO[Si](C)(C)C(C)(C)C 3-bromopropoxy-tert-butyl-dimethylsilane